Cl.N[C@H](C(=O)OCC(F)(F)F)CCC1=CC(=CC=C1)Cl 2,2,2-Trifluoroethyl (S)-2-amino-4-(3-chlorophenyl)butanoate hydrochloride